(ethylsulfonyl)-3-methoxypyridin-2-amine C(C)S(=O)(=O)C1=C(C(=NC=C1)N)OC